(2-(3,4-Dimethoxyphenyl)-3-isopropyl-1H-indol-5-yl)(5-methyl-hexahydropyrrolo[3,4-c]pyrrol-2(1H)-yl)methanone COC=1C=C(C=CC1OC)C=1NC2=CC=C(C=C2C1C(C)C)C(=O)N1CC2CN(CC2C1)C